tert-butyl N-cyclopropyl-N-[1-[8-[(2-methyl-8-phenoxy-imidazo[1,2-a]pyridin-6-yl)carbamoyl]cinnolin-5-yl]-4-piperidyl]carbamate C1(CC1)N(C(OC(C)(C)C)=O)C1CCN(CC1)C1=C2C=CN=NC2=C(C=C1)C(NC=1C=C(C=2N(C1)C=C(N2)C)OC2=CC=CC=C2)=O